meta-biphenyl C1(=CC=CC=C1)C1=CC=CC=C1